(3R)-2-[(4-Chloro-2-methansulfonylphenyl)methyl]-3-(4-chlorophenyl)-4-fluoro-6-[2-hydroxy-1-(4-methylpiperazin-1-yl)propan-2-yl]-3-[(3S)-oxolan-3-yloxy]-2,3-dihydro-1H-isoindol-1-on ClC1=CC(=C(C=C1)CN1C(C2=CC(=CC(=C2[C@]1(O[C@@H]1COCC1)C1=CC=C(C=C1)Cl)F)C(CN1CCN(CC1)C)(C)O)=O)S(=O)(=O)C